O=C1NC(CCC1N1C(C2=CC=C(C=C2C1)OCCCCC(=O)OC(C)(C)C)=O)=O tert-butyl 5-((2-(2,6-dioxopiperidin-3-yl)-1-oxoisoindolin-5-yl)oxy)pentanoate